(S)-N-(4-(3-(2-methoxy-6-methylpyridin-4-yl)phenyl)thiazol-2-yl)-1-(1-(methylsulfonyl)-1H-pyrrole-3-carbonyl)azetidine-2-carboxamide COC1=NC(=CC(=C1)C=1C=C(C=CC1)C=1N=C(SC1)NC(=O)[C@H]1N(CC1)C(=O)C1=CN(C=C1)S(=O)(=O)C)C